COC=1C=C(C=CC1OCCCN1CCOCC1)NC1=NC=CC(=N1)NC=1C=NC2=CC=C(C=C2C1)C(F)(F)F 2-[3-methoxy-4-(3-morpholinopropoxy)phenylamino]-4-[6-(trifluoromethyl)-3-quinolylamino]pyrimidine